[Si](C1=CC=CC=C1)(C1=CC=CC=C1)(C(C)(C)C)OCCCCCCCCCC(CCCCCCCCCCC)=O 1-((tert-butyldiphenylsilyl)oxy)henicosan-10-one